2-amino-3-methyl-N-(2-methylpropyl)-N-(4-(1-pyrrolidinyl)benzyl)-6-quinolinecarboxamide NC1=NC2=CC=C(C=C2C=C1C)C(=O)N(CC1=CC=C(C=C1)N1CCCC1)CC(C)C